The molecule is an organoarsonic acid that is methylarsonic acid in which one of the hydrogens of the methyl group is replaced by a carboxy group. It is an organoarsonic acid and a monocarboxylic acid. It is a conjugate acid of an arsonoacetic acid anion. C(C(=O)O)[As](=O)(O)O